3-methyl-1-(thiomorpholinosulfonyl)-1H-imidazol-3-ium trifluoromethanesulfonate FC(S(=O)(=O)[O-])(F)F.C[N+]1=CN(C=C1)S(=O)(=O)N1CCSCC1